Ethyl 2-{[(1,2,3,5,6,7-hexa-hydro-s-indacen-4-yl)carbamoyl]oxy}-3-(4-methoxy-1H-pyrazol-1-yl)propanoate C1CCC2=C(C=3CCCC3C=C12)NC(=O)OC(C(=O)OCC)CN1N=CC(=C1)OC